COC=1C(=C2C=CNC2=C(C1)C)CN1[C@@H](C[C@H](CC1)N1N=CC=C1)C1=C(C(=O)O)C=CC=C1 (2S,4S)-(1-((5-methoxy-7-methyl-1H-indol-4-yl)methyl)-4-(1H-pyrazol-1-yl)piperidin-2-yl)benzoic acid